2-[CYCLOPENTYL(2-HYDROXYETHYL)AMINO]ACETALDEHYDE C1(CCCC1)N(CC=O)CCO